C(C)N(CCNC(=O)NC1=NC2=C(N1)C=CC(=C2)C2=C(C=CC(=C2)CC2=NNC(C1=CC=CC=C21)=O)F)CC 1-(2-(diethylamino)ethyl)-3-(5-(2-fluoro-5-((4-oxo-3,4-dihydrophthalazin-1-yl)methyl)phenyl)-1H-benzimidazol-2-yl)urea